C(C=C)(=O)O.C(C=C)(=O)O.C(C=C)(=O)O.N1=C(N)N=C(N)N=C1N melamine triacrylate